N2-((1S,2R,4R)-bicyclo[2.2.1]heptan-2-yl)-N,6-diphenyl-1,3,5-triazine-2,4-diamine [C@H]12[C@@H](C[C@H](CC1)C2)N(C2=NC(=NC(=N2)N)C2=CC=CC=C2)C2=CC=CC=C2